2-((2S,3S)-2-(benzyloxy)-3-pentyl)-4-(4-(4-(4-aminophenyl)piperazine-1-yl)phenyl)-2,4-dihydro-1,2,4-triazole C(C1=CC=CC=C1)O[C@@H](C)[C@H](CC)N1N=CN(C1)C1=CC=C(C=C1)N1CCN(CC1)C1=CC=C(C=C1)N